tert-butyl 3-(8-chloro-6-fluoro-7-(2-fluoro-6-hydroxyphenyl)-1H-[1,2,3]triazolo[4,5-c]quinolin-1-yl)azetidine-1-carboxylate ClC1=CC=2C3=C(C=NC2C(=C1C1=C(C=CC=C1O)F)F)N=NN3C3CN(C3)C(=O)OC(C)(C)C